C(C)(=O)C1=C(C=C2C=CN(C(C2=C1)=O)C)OC 7-acetyl-6-methoxy-2-methylisoquinolin-1(2H)-one